COC=1C=C(C=C(C1OC)C1=CC=CC=C1)C=O 5,6-dimethoxybiphenyl-3-carbaldehyde